C1N(CC12CCC2)C(=O)Cl 2-azaspiro[3.3]heptane-2-carbonyl chloride